4-hydroxy-2-methylnicotinate OC1=CC=NC(=C1C(=O)[O-])C